O1N=C(C2=C1C=CC=C2)C2CCN(CC2)CCN2C(C1=C(CC2)OC=N1)=O 5-{2-[4-(1,2-Benzoisoxazol-3-yl)piperidin-1-yl]ethyl}-6,7-dihydro[1,3]oxazolo[4,5-c]pyridin-4(5H)-one